2,3-dimethyl-1,4-butanediol ditrimethylphenylglyoxylate CC1=C(C(=C(C=C1)C(C(=O)OCC(C(COC(C(=O)C1=C(C(=C(C=C1)C)C)C)=O)C)C)=O)C)C